7-[2-(2-diethylamino-acetoxy)-2,2-di-thiophen-2-yl-acetoxy]-9,9-dimethyl-3-oxo-9-azonia-tricyclo[3.3.1.02,4]nonane C(C)N(CC(=O)OC(C(=O)OC1CC2C3C(C3C(C1)[N+]2(C)C)=O)(C=2SC=CC2)C=2SC=CC2)CC